C1(=CC=CC=C1)C1=NC(C2=CC=CC=C12)(C(=O)OCC)CCC ethyl phenyl-1-propyl-1H-isoindolecarboxylate